2,2'-oxo-bis(ethylammonium) O(CC[NH3+])CC[NH3+]